3,5-dimethyl-4-(p-tolylthio)-1H-pyrrole-2-carboxylic acid ethyl ester C(C)OC(=O)C=1NC(=C(C1C)SC1=CC=C(C=C1)C)C